C(C(C)C)C1=CC=C2CCCN(C2=C1)CCC1=CC=C(N)C=C1 4-(2-(7-isobutyl-3,4-dihydroquinolin-1(2H)-yl)ethyl)aniline